C1=CC=CC=2C3=CC=CC=C3C(C12)COC(=O)N[C@@H](CC(C)C)C(=O)O (((9H-fluoren-9-yl)methoxy)carbonyl)leucine